C[C@@H]1N2N=CC(C3=NN(C=4C=CC(O[C@@H](CCN(C(C1)=O)C)C)=CC34)C3OCCCC3)=N2 (6S,12R)-6,9,12-trimethyl-18-(oxan-2-yl)-13-oxa-4,5,9,18,19,22-hexaazatetracyclo[12.5.2.12,5.017,20]docosa-1(19),2(22),3,14(21),15,17(20)-hexaen-8-one